CC(CC)(C)S(=O)(=O)C 3-methyl-3-(methylsulfonyl)butane